tert-butyl 4-[[4-(2-bromo-4-ethylsulfonyl-phenoxy)phenoxy]methyl]piperidine-1-carboxylate BrC1=C(OC2=CC=C(OCC3CCN(CC3)C(=O)OC(C)(C)C)C=C2)C=CC(=C1)S(=O)(=O)CC